C(C1=CC=CC=C1)N1CC(N(CC1)C(=O)[O-])CC(=O)N(C)OC 4-Benzyl-2-(2-(methoxy(methyl)amino)-2-oxoethyl)piperazine-1-carboxylate